methyl 4-bromo-2-(2-(2-oxo-3,4-dihydroquinolin-1(2H)-yl)acetamido)thiophene-3-carboxylate BrC=1C(=C(SC1)NC(CN1C(CCC2=CC=CC=C12)=O)=O)C(=O)OC